ClC1=CC=C(C=C1)C1=CC=2C(=C(N=NC2CC2NCCCC2)C(=O)N)S1 2-(4-chlorophenyl)-4-(2-piperidinylmethyl)-thieno[2,3-d]pyridazine-7-carboxamide